ClC1=CC(=C(C=C1)N(C(=O)Cl)C)C (4-chloro-2-methylphenyl)(methyl)carbamic chloride